FC(C(=O)O)(F)F.CS(=O)(=O)N1CCNCC1 1-(Methanesulfonyl)piperazine trifluoroacetate